3-amino-2-methoxy-3-((p-tolyloxy)methyl)isoindolin-1-one NC1(N(C(C2=CC=CC=C12)=O)OC)COC1=CC=C(C=C1)C